ClC1=CC2=C(N(CN=C2N2[C@H](CN[C@@H](C2)C)C)C=2C(=NC=CC2C)C(C)C)N=C1Cl 6,7-dichloro-4-((2S,5R)-2,5-dimethylpiperazin-1-yl)-1-(2-isopropyl-4-methylpyridin-3-yl)pyrido[2,3-d]pyrimidin